1,4'-bipiperidin-4-amine N1(CCC(CC1)N)C1CCNCC1